C1(CC1)S(=O)(=O)NC=1SC=C(N1)[C@H](C(=O)NC1=C(C=C(C=C1)C=1C=NC=C(C1)C(F)(F)F)F)CC (R)-2-(2-(cyclopropanesulfonamido)thiazol-4-yl)-N-(2-fluoro-4-(5-(trifluoromethyl)pyridin-3-yl)phenyl)butanamide